4-Amino-N-(5,6-dimethoxypyrimidin-4-yl)-N-(3-(((3R,6R,8aS,9R,10S,12R,12aR)-3,6,9-trimethyldecahydro-12H-3,12-epoxy[1,2]dioxepino[4,3-i]isochromen-10-yl)oxy)propyl)benzenesulfonamide NC1=CC=C(C=C1)S(=O)(=O)N(CCCO[C@H]1O[C@H]2[C@@]34C([C@@H](CC[C@H]3[C@H]1C)C)CC[C@@](OO4)(O2)C)C2=NC=NC(=C2OC)OC